O1CCN(CC1)C1=NC2=CC=CC=C2N=C1 morpholinoquinoxalin